C(C)(C)(C)OC(=O)N1[C@@H]2CN([C@H](C1)C2)C2=NC(=NC1=C(C(=C(C=C21)I)Br)F)Cl.C(C)C=2C(=NC=C(N2)C)CC diethyl-5-methylpyrazine tert-butyl-(1S,4S)-5-(7-bromo-2-chloro-8-fluoro-6-iodoquinazolin-4-yl)-2,5-diazabicyclo[2.2.1]heptane-2-carboxylate